FC1=C(OC2C[C@@H]3[C@@H](CN(C3)CC(=O)C3=NC=C(C=C3)O)C2)C=CC(=C1)F 2-((3aR,5s,6aS)-5-(2,4-difluorophenoxy)hexahydrocyclopenta[c]pyrrol-2(1H)-yl)-1-(5-hydroxypyridin-2-yl)ethanone